NC(C(CCCCC(C(=O)OC)(C)C1=CC(=CC=C1)Br)(C)C)C#N Methyl 8-amino-2-(3-bromophenyl)-8-cyano-2,7,7-trimethyloctanoate